CS(=O)(=O)O[C@H]1C=C([C@H]2OC(O[C@H]21)(C)C)CO[Si](C)(C)C(C)(C)C (3aR,4S,6aR)-6-(((tert-butyldimethylsilyl) oxy) methyl)-2,2-dimethyl-3a,6a-dihydro-4H-cyclopenta[d][1,3]dioxol-4-yl methanesulfonate